C(N)(=N)C=1C=C(C=CC1)CC(C=1SC2=C(N1)C=CC(=C2)OC)NS(=O)(=O)C2=CC=C(NC(CNC(OC(C)(C)C)=O)=O)C=C2 tert-butyl N-[2-[4-[[2-(3-carbamimidoylphenyl)-1-(6-methoxy-1,3-benzothiazol-2-yl)ethyl]sulfamoyl]anilino]-2-oxo-ethyl]carbamate